benzyl ((S)-((1r,4S)-4-methylcyclohexyl)(2-(((3R,5R)-2-oxo-5-(trifluoromethyl)piperidin-3-yl)methyl)-3-(tetrahydro-2H-pyran-4-yl)imidazo[1,2-b][1,2,4]triazin-6-yl)methyl)carbamate CC1CCC(CC1)[C@@H](C=1N=C2N(N=C(C(=N2)C2CCOCC2)C[C@@H]2C(NC[C@@H](C2)C(F)(F)F)=O)C1)NC(OCC1=CC=CC=C1)=O